NC(CC1(CCCCC1)CC1=C(C(=O)N)C=CC(=C1)C#CC1=C(C=CC=C1)F)=O ((1-(2-amino-2-oxoethyl)cyclohexyl)methyl)-4-((2-fluorophenyl)ethynyl)benzamide